(Z)-3-(dimethylamino)-1-(2-fluorophenyl)prop-2-en-1-one CN(\C=C/C(=O)C1=C(C=CC=C1)F)C